ClC=1C=CC(=C(C1)C1=CC(=NC=C1C(=O)NC=1SC(=NN1)OCC1=CC=C(C=C1)SC)C)OC 4-(5-chloro-2-methoxyphenyl)-6-methyl-N-(5-((4-(methylsulfanyl)benzyl)oxy)-1,3,4-thiadiazol-2-yl)nicotinamide